C1(CC1)[C@H](C)N1C(C=2C(=NC(=CC2C1)C1=C(N=C(S1)NC(=O)NC)C)N1CCC(CC1)(F)F)=O (S)-1-(5-(2-(1-cyclopropylethyl)-4-(4,4-difluoropiperidin-1-yl)-3-oxo-2,3-dihydro-1H-pyrrolo[3,4-c]pyridin-6-yl)-4-methylthiazol-2-yl)-3-methylurea